CN(C(C(=O)OC1=CC2=CC=CC=C2C=C1)(C)C1=CC=CC=C1)C naphthalen-2-yl 2-(dimethylamino)-2-phenylpropionate